C(C)(C)C(C(NCCCCNC=O)=O)NC(CCCCCCC(NCCCCC(NC(NC(CCC(=O)O)C(=O)O)=O)C(=O)O)=O)=O 9-isopropyl-1,8,11,18,26-pentaoxo-2,7,10,19,25,27-hexaazatriacontane-24,28,30-tricarboxylic acid